terephthalic acid monoamide C(C1=CC=C(C(=O)O)C=C1)(=O)N